N-[(1S)-1-(dicyclopropylmethyl)-2-[[5-(3,5-dimethyl-1H-pyrazol-4-yl)-6-fluoro-2-pyridyl]amino]-2-oxo-ethyl]-2-(4,4,4-trifluoro-3-hydroxy-butyl)pyrazole-3-carboxamide C1(CC1)C([C@@H](C(=O)NC1=NC(=C(C=C1)C=1C(=NNC1C)C)F)NC(=O)C=1N(N=CC1)CCC(C(F)(F)F)O)C1CC1